4-dimethylaminobenzoic acid ethyl ester C(C)OC(C1=CC=C(C=C1)N(C)C)=O